O=N1=C(C=CC=C1)[S-].[Na+] sodium 1-oxo-1λ(5)-pyridine-2-thiolate